naphthalene-3-one C=1CC(C=C2C=CC=CC12)=O